N-((1R,3R,5S)-8-(((1R,5S,6R)-6-(((3,3-difluorocyclobutyl)methyl)amino)-3-azabicyclo[3.1.1]heptan-3-yl)sulfonyl)-8-azabicyclo[3.2.1]octan-3-yl)-5-(oxetan-3-yl)isoxazole-3-carboxamide FC1(CC(C1)CNC1[C@@H]2CN(C[C@H]1C2)S(=O)(=O)N2[C@H]1CC(C[C@@H]2CC1)NC(=O)C1=NOC(=C1)C1COC1)F